Cl.COC1=C(C=C(C=C1)OC)C[C@@H](C)N |r| (±)-1-(2,5-dimethoxyphenyl)-2-aminopropane hydrochloride